C(#N)C1(CC1)NC1=NC2=CC=CC=C2C(=C1)C(C)NC(C1=C(C=CC=C1)C)=O N-(1-{2-[(1-cyanocyclopropyl)amino]quinolin-4-yl}ethyl)-2-methylbenzamide